BrC1=CC=C(C=C1)[C@@H]1CC[C@H](CC1)CCC 1-bromo-4-(trans-4-propylcyclohexyl)-benzene